OC1=C(C=C(C=C1CCCC)CCCCCCCCCCC(=O)O)N1N=C2C(=N1)C=CC=C2 2-[2'-hydroxy-3'-butyl-5'-(2''-carboxyoctyl-ethyl)phenyl]benzotriazole